((1s,4s)-4-(5-amino-6-methoxy-2H-indol-2-yl)-1-hydroxycyclohexylmethyl)(methyl)carbamic acid benzyl ester C(C1=CC=CC=C1)OC(N(C)CC1(CCC(CC1)C1N=C2C=C(C(=CC2=C1)N)OC)O)=O